4-methyl-5-(pyrimidin-4-yl)-1,2,4-triazole-3-carboxylic acid ethyl ester C(C)OC(=O)C1=NN=C(N1C)C1=NC=NC=C1